ClC1=CC(=C2C[C@@H]([C@H](C2=C1)OC1=CC=CC=C1)N(C)C)C 4-[[(1S,2S)-6-chloro-2-(dimethylamino)-4-methyl-2,3-dihydro-1H-inden-1-yl]oxy]benzene